[Co].NC1=CC=C(C=C1)C=1C2=CC=C(N2)C(=C2C=CC(C(=C3C=CC(=C(C=4C=CC1N4)C4=CC=C(C=C4)N)N3)C3=CC=C(C=C3)N)=N2)C2=CC=C(C=C2)N 5,10,15,20-tetra(4-aminophenyl)porphyrin cobalt